C(C)C1=C(C(=CC=C1)CC)N1C(C(CC1(C)C)(C1=CC=CC=C1)C)=[Ru-6](Cl)(Cl)(=C1C=C(C2=CC=CC=C12)C1=CC=CC=C1)=C1N(C(CC1(C)C1=CC=CC=C1)(C)C)C1=C(C=CC=C1CC)CC bis(1-(2,6-diethylphenyl)-3,5,5-trimethyl-3-phenylpyrrolidin-2-ylidene)(3-phenyl-1H-inden-1-ylidene)dichlororuthenium (II)